4-(((R)-cyclopropyl(phenyl)methyl)amino)-6-(((S)-(6-fluoro-2-methylpyridin-3-yl)(1-(1-(trifluoromethyl)cyclopropyl)-1H-1,2,3-triazol-4-yl)methyl)amino)quinoline-3,8-dicarbonitrile C1(CC1)[C@H](C1=CC=CC=C1)NC1=C(C=NC2=C(C=C(C=C12)N[C@H](C=1N=NN(C1)C1(CC1)C(F)(F)F)C=1C(=NC(=CC1)F)C)C#N)C#N